C(CCCCCCCC)C=1C(=C(C=CC1)O)CCCCCCCCC Di-n-nonylphenol